adamantanyl acrylate C(C=C)(=O)OC12CC3CC(CC(C1)C3)C2